5-(4-Methylpiperazin-1-yl)-2'-(5-phenyl-1H-imidazol-2-yl)-3,4'-bipyridin trifluoroacetate salt FC(C(=O)O)(F)F.CN1CCN(CC1)C=1C=C(C=NC1)C1=CC(=NC=C1)C=1NC(=CN1)C1=CC=CC=C1